C(N)(=O)C1=CC=C(C(=C1C1=CC(=CC=C1Cl)C(CNC([O-])=O)C1=CC=CC=C1)F)OC (2-(6'-carbamoyl-6-chloro-2'-fluoro-3'-methoxy-[1,1'-biphenyl]-3-yl)-2-phenylethyl)carbamate